3-[[4-(4-fluorophenyl)-8-hydroxy-3-tetrahydropyran-4-yl-1-isoquinolinyl]oxy]benzoic acid FC1=CC=C(C=C1)C1=C(N=C(C2=C(C=CC=C12)O)OC=1C=C(C(=O)O)C=CC1)C1CCOCC1